FC1=C(C=C(C=C1)F)C1=NNC(S1)(C1=CC=CC=C1)CCCOC(NC1=NC=CC(=C1)OC)=O [3-[5-(2,5-difluorophenyl)-2-phenyl-3H-1,3,4-thiadiazol-2-yl]propyl]-N-(4-methoxy-2-pyridyl)carbamate